[N+](=O)([O-])C=1C=NC(=NC1)NC1CS(CC1)(=O)=O 3-((5-nitropyrimidin-2-yl)amino)tetrahydrothiophene 1,1-dioxide